FC1=C(C(=O)NNS(=O)(=O)C2=CC=C(C=C2)C)C(=CC=C1)F 2,6-difluoro-N'-(p-tolyl-sulfonyl)benzohydrazide